4-O-acetylglucosamine sulfate S(=O)(=O)(O)O.C(C)(=O)O[C@H]1[C@@H]([C@H](C(O)O[C@@H]1CO)N)O